CC1=C(C=CC=C1)NC(=O)N 2-methylphenylurea